4-(1-(4-((1-(dimethylcarbamoyl)azetidin-3-yl)oxy)phenyl)pyrrolidin-2-yl)thiazol CN(C(=O)N1CC(C1)OC1=CC=C(C=C1)N1C(CCC1)C=1N=CSC1)C